(R)-N-(1-ethyl-3,3-difluoropiperidin-4-yl)-4-methoxy-5-(quinoxalin-6-yl)pyrrolo[2,1-f][1,2,4]triazin-2-amine C(C)N1CC([C@@H](CC1)NC1=NN2C(C(=N1)OC)=C(C=C2)C=2C=C1N=CC=NC1=CC2)(F)F